C[C@@]12CN(CC(CC1)N2C(=O)OCC2=CC=CC=C2)C2=NC(=NC1=C(C=C(C(=C21)F)F)F)O Benzyl (1S)-1-methyl-3-(5,6,8-trifluoro-2-hydroxyquinazolin-4-yl)-3,8-diazabicyclo[3.2.1]octane-8-carboxylate